methyl 3-isocyanopropanoate [N+](#[C-])CCC(=O)OC